COC=1C=C(C=C2C=CC=NC12)C(=O)NC[C@](C(F)(F)F)(O)C=1C=C2C(=C(N1)C1=CC=C(C=C1)F)OC[C@@]2(C2=NN=NN2)C 8-methoxy-N-((S)-3,3,3-trifluoro-2-((S)-7-(4-fluorophenyl)-3-methyl-3-(1H-tetrazol-5-yl)-2,3-dihydrofuro[2,3-c]pyridin-5-yl)-2-hydroxypropyl)quinoline-6-carboxamide